N-(1-(imidazo[1,2-a]pyridin-3-ylmethyl)indolin-6-yl)-3-(4-methyl-1H-imidazol-1-yl)-5-(trifluoromethyl)benzamide N=1C=C(N2C1C=CC=C2)CN2CCC1=CC=C(C=C21)NC(C2=CC(=CC(=C2)C(F)(F)F)N2C=NC(=C2)C)=O